BrC1=C(C(=CC(=C1)C(C(F)(F)F)(C(F)(F)F)F)C(F)(F)F)NC(C1=C(C(=CC=C1)N(C(C1=CC=CC=C1)=O)CC1CC1)F)=O N-[2-bromo-4-(1,1,1,2,3,3,3-heptafluoropropan-2-yl)-6-(trifluoromethyl)phenyl]-3-[N-(cyclopropylmethyl)benzamido]-2-fluorobenzamide